N(=C=O)CC1=CC(=C(C=C1)Br)CN=C=O 1,3-bis(isocyanatomethyl)-4-bromobenzene